FC1=C(C(=O)C2=CNC3=NC=C(C(=C32)N[C@@H]3CC[C@H](OC3)CNC(OC)=O)OC)C=CC(=C1)OC1=C(C=CC=C1)F methyl (((2S,5R)-5-((3-(2-fluoro-4-(2-fluorophenoxy)benzoyl)-5-methoxy-1H-pyrrolo[2,3-b]pyridin-4-yl)amino)tetrahydro-2H-pyran-2-yl)methyl)carbamate